C1CCN(C1)C(=O)N2CCCC2 carbonyldipyrrolidine